FC=1C=C2[C@@H](OC(C2=CC1)=O)C (S)-5-fluoro-3-methylisobenzofuran-1(3H)-one